methyl 4-amino-5-methoxy-2-oxo-1-phenyl-1,2-dihydroquinoline-3-carboxylate NC1=C(C(N(C2=CC=CC(=C12)OC)C1=CC=CC=C1)=O)C(=O)OC